C(C1=CC=CC=C1)N1N=CC2=C(C1=O)N(C1=C2SC(=N1)S(=O)(=O)C)C1CC1 6-benzyl-4-cyclopropyl-2-(methylsulfonyl)-4,6-dihydro-5H-thiazolo[5',4':4,5]pyrrolo[2,3-d]pyridazin-5-one